2-[6-(5-chloro-2-{[1-(hydroxymethyl)-cyclobutyl]amino}pyrimidin-4-yl)-1-oxo-2,3-dihydro-1H-isoindol-2-yl]-N-[(1R)-1-(3-methoxyphenyl)-ethyl]acetamide ClC=1C(=NC(=NC1)NC1(CCC1)CO)C1=CC=C2CN(C(C2=C1)=O)CC(=O)N[C@H](C)C1=CC(=CC=C1)OC